Hydroxy-3,5-heptadien-2-one OCC(C=CC=CC)=O